C(C)(C)(C)OC(=O)N1C[C@@](CC1)(C(CC(=O)OC)=O)CCCO[Si](C)(C)C(C)(C)C |r| (rac)-tert-butyl-3-(3-{[tert-butyl(dimethyl)silyl]oxy}propyl)-3-(3-methoxy-3-oxopropanoyl)pyrrolidine-1-carboxylate